OC1=C(C=CC(=C1)OC1OC(C(C(C1O)O)O)CO)C(\C=C\C1=CC=CC=C1)=O (E)-1-[2-Hydroxy-4-[3,4,5-trihydroxy-6-(hydroxymethyl)oxan-2-yl]oxyphenyl]-3-phenylprop-2-en-1-one